2-((2-ethyl-7-methyl-5-(6-(4-methylpiperazine-1-carbonyl)-2,6-diazaspiro[3.3]heptan-2-yl)pyrazolo[1,5-a]pyridin-3-yl)(methyl)amino)-4-(4-fluorophenyl)thiazole-5-carbonitrile C(C)C1=NN2C(C=C(C=C2C)N2CC3(C2)CN(C3)C(=O)N3CCN(CC3)C)=C1N(C=1SC(=C(N1)C1=CC=C(C=C1)F)C#N)C